chloro-5'-methoxy-6-methyl-N-[6-(morpholin-3-yl)-1,3-benzothiazol-2-yl]-[4,4'-bipyridine]-3-carboxamide ClC1=NC(=CC(=C1C(=O)NC=1SC2=C(N1)C=CC(=C2)C2NCCOC2)C2=CC=NC=C2OC)C